N-(3-chlorophenyl)-N-((5-(5-(difluoromethyl)-1,3,4-oxadiazol-2-yl)pyridin-2-yl)methyl)methanesulfonamide ClC=1C=C(C=CC1)N(S(=O)(=O)C)CC1=NC=C(C=C1)C=1OC(=NN1)C(F)F